C(C)(C)(C)OC(=O)N1C[C@@H]([C@@H](CC1)OCC1OCC1)F (3s,4r)-3-fluoro-4-(oxetan-2-ylmethoxy)piperidine-1-carboxylic acid tert-butyl ester